tert-butyl 2-(benzylthio)-7-(4-methoxyphenylethyl)-7,8-dihydro-1,6-naphthyridine-6(5H)-carboxylate C(C1=CC=CC=C1)SC1=NC=2CC(N(CC2C=C1)C(=O)OC(C)(C)C)CCC1=CC=C(C=C1)OC